2-((3,5-dichloro-4-(2,6-dimethyl-4-(phenylcarbamoyl)phenoxy)phenyl)amino)-2-oxoacetic acid ClC=1C=C(C=C(C1OC1=C(C=C(C=C1C)C(NC1=CC=CC=C1)=O)C)Cl)NC(C(=O)O)=O